BrC1C(C=CC(C1Br)C(=O)N)C 5,6-dibromo-4-methyl-2-cyclohexene-1-carboxamide